ClC=1C=NN(C1CC1N(C(C2=CC=CC=C12)=O)CC1=CN=C(S1)NCC1=CC=C(C=C1)OC)C 3-((4-chloro-1-methyl-1H-pyrazol-5-yl)methyl)-2-((2-((4-methoxybenzyl)amino)thiazol-5-yl)methyl)isoindolin-1-one